C1(=C(C=CC=C1)C1=C2C=C(C(C2=CC=2CCCC12)[Si](C1C(=C(C(=C1C)C)C)C)(C)C)C)C1=CC=CC=C1 (4-([1,1'-biphenyl]-2-yl)-2-methyl-1,5,6,7-tetrahydro-s-indacen-1-yl)dimethyl(2,3,4,5-tetramethylcyclopenta-2,4-dien-1-yl)silane